5-(difluoromethyl)-2-azabicyclo[2.2.1]heptane-2-carboxylate FC(C1C2CN(C(C1)C2)C(=O)[O-])F